BrC=1C=C(C(N2C1C(N(CC2)CCSC)=O)=O)C(=O)NCC2=CC=C(C=C2)Cl 9-bromo-N-(4-chlorobenzyl)-2-(2-(methylthio)ethyl)-1,6-dioxo-1,3,4,6-tetrahydro-2H-pyrido[1,2-a]pyrazine-7-carboxamide